VALIN N[C@@H](C(C)C)C(=O)O